OC1=C(C=CC=C1)CC(=O)OC(C)(C)C tert-butyl 2-(2-hydroxyphenyl)acetate